2-chloro-4-((2-(dimethylamino)pyridin-3-yl)amino)pyrimidine-5-carbonitrile ClC1=NC=C(C(=N1)NC=1C(=NC=CC1)N(C)C)C#N